1-chloro-4-{[(3R)-piperidin-3-yl]oxy}phthalazine monohydrochloride Cl.ClC1=NN=C(C2=CC=CC=C12)O[C@H]1CNCCC1